((5-(4-chlorophenyl)oxazol-2-yl)amino)-N'-hydroxypyridinecarboxamidine ClC1=CC=C(C=C1)C1=CN=C(O1)NC=1C(=NC=CC1)C(=NO)N